1,2-heneicosanediol C(C(CCCCCCCCCCCCCCCCCCC)O)O